NC(C(C)(C)O)=[NH2+] 1-amino-2-hydroxy-2-methylpropan-1-iminium